C(C)OC(=O)[C@H]1[C@@H](C1)C1=CC(=CC=C1)CC#N.C(CC)OCCOCCOCC(=C)C1=CC=C(C=C1)C(=C)COCCOCCOCCC |r| 1,4-bis(3-(2-(2-propoxyethoxy)ethoxy)prop-1-en-2-yl)benzene rac-ethyl-(1R,2R)-2-(3-(cyanomethyl)phenyl)cyclopropane-1-carboxylate